C(=C)NC=C N-vinyl-vinylamine